P(=O)(O)(O)OCC(CO)(CO)CO pentaerythritol monophosphate